C(=C)C1=C(C(=CC=C1)C(=O)O)C(=O)O 3-vinylbenzene-1,2-dicarboxylic acid